2-((1r,2s)-1-(2-chloro-5-fluorophenyl)-1-(1-(oxetan-3-ylmethyl)-1H-pyrazol-4-yl)propan-2-yl)-5-hydroxy-N-(isoxazol-4-yl)-1-methyl-6-oxo-1,6-dihydropyrimidine-4-carboxamide ClC1=C(C=C(C=C1)F)[C@H]([C@H](C)C=1N(C(C(=C(N1)C(=O)NC=1C=NOC1)O)=O)C)C=1C=NN(C1)CC1COC1